(S)-5-(4-hydroxy-4-methylisoxazolidine-2-carbonyl)-1-(1-hydroxypropan-2-yl)-3-methyl-6-(naphthalen-1-ylmethyl)-1,6-dihydro-2H-pyrrolo[3,4-d]Pyrimidine OC1(CN(OC1)C(=O)C=1N(C=C2N(CN(CC21)C)[C@H](CO)C)CC2=CC=CC1=CC=CC=C21)C